Cl.N[C@@H](CC(C)C)B1OC(C)(C)C(C)(C)O1 (R)-1-amino-3-methylbutylboronic acid pinacol ester hydrochloride